C(C#C)(=O)OC(C)(C)C tertbutyl propiolate